6-(4-(4-fluorophenoxy)phenyl)-4-((pyridin-2-ylmethyl)amino)picolinamide FC1=CC=C(OC2=CC=C(C=C2)C2=CC(=CC(=N2)C(=O)N)NCC2=NC=CC=C2)C=C1